N-(2-aminoethoxy)-4-[[3-[1-(cyanomethyl)-3-(trifluoromethyl)pyrazol-4-yl]imidazo[1,2-a]pyrazin-8-yl]amino]-2-ethylbenzamide formate C(=O)O.NCCONC(C1=C(C=C(C=C1)NC=1C=2N(C=CN1)C(=CN2)C=2C(=NN(C2)CC#N)C(F)(F)F)CC)=O